ClC1=C(C=C(C=C1)F)NC1=C(C=C(C=N1)C(=O)NC)NC(NC12CC3CC(CC(C1)C3)C2)=O 6-[(2-chloro-5-fluorophenyl)amino]-N-methyl-5-({[(3r,5s)-adamantan-1-yl]carbamoyl}amino)pyridine-3-carboxamide